CC(C)N1N=CC=2C=NC(=CC21)NC2=NC(=CC(=N2)N2CCC(CC2)CO)N2CCCC2 {1-[2-{[1-(propan-2-yl)-1H-pyrazolo[4,3-c]pyridin-6-yl]amino}-6-(pyrrolidin-1-yl)pyrimidin-4-yl]piperidin-4-yl}methanol